2-(4-methoxybenzylidene)-9-(6-methyl-4-oxo-4H-chromen-3-yl)-8,9-dihydro-7H-furo[2,3-f]chromene-3,7(2H)-dione COC1=CC=C(C=C2C(C=3C(=C4C(CC(OC4=CC3)=O)C3=COC4=CC=C(C=C4C3=O)C)O2)=O)C=C1